C1N(CCC2=CC=CC=C12)C[C@H](CN1CCOC2=C(C1=O)C=CC(=C2)C#CC(C)O)O 4-[(2R)-3-(3,4-dihydro-1H-isoquinolin-2-yl)-2-hydroxy-propyl]-8-(3-hydroxybut-1-ynyl)-2,3-dihydro-1,4-benzoxazepin-5-one